8-chloro-N-(2-methyl-4-((3-methyloxetan-3-yl)methoxy)phenyl)quinolin-2-amine ClC=1C=CC=C2C=CC(=NC12)NC1=C(C=C(C=C1)OCC1(COC1)C)C